NCC=1C=C(C=CC1)C=1C=C(C2=C(C(=CO2)COC2=C(C=CC=C2)CC(=O)OCC)C1)OCC1=CC=NC=C1 ethyl 2-(2-((5-(3-(aminomethyl)phenyl)-7-(pyridin-4-ylmethoxy)benzofuran-3-yl)methoxy)phenyl)acetate